N1N=CC2=CC(=CC=C12)C1=CC=C(CN2C=CC3=CC(=CC=C23)N2N=C(C=C2C)C(=O)N)C=C1 1-(1-(4-(1H-Indazol-5-yl)benzyl)-1H-indol-5-yl)-5-methyl-1H-pyrazol-3-carboxamid